[N+](=O)([O-])C1=CC=C(C(=O)OCCC)C=C1 propyl 4-nitrobenzoate